3-(4-fluorobenzyl)-N-(3-methylpiperidin-4-yl)-5-(trifluoromethyl)pyrazin-2-amine FC1=CC=C(CC=2C(=NC=C(N2)C(F)(F)F)NC2C(CNCC2)C)C=C1